7-(5-amino-2-(2,6-dimethylphenylamino)phenyl)-N-ethyl-5-methyl-4-oxo-4,5-dihydrothieno[3,2-c]pyridine-2-carboxamide NC=1C=CC(=C(C1)C=1C2=C(C(N(C1)C)=O)C=C(S2)C(=O)NCC)NC2=C(C=CC=C2C)C